2-(3-((3aS,7aR)-6-ethyloctahydro-1H-pyrrolo[2,3-c]pyridin-1-yl)-5-methyl-1,2,4-triazin-6-yl)-5-(trifluoromethyl)phenol C(C)N1C[C@H]2[C@@H](CC1)CCN2C=2N=NC(=C(N2)C)C2=C(C=C(C=C2)C(F)(F)F)O